3,3-dimethylacrylic anhydride CC(=CC(=O)OC(C=C(C)C)=O)C